O=[Si]=O diketosilane